1-((3S)-3-((1-(2-methylbutyl)-6-((5-methylthiazol-2-yl)amino)-1H-pyrrolo[3,2-c]pyridin-4-yl)oxy)pyrrolidin-1-yl)prop-2-en-1-one CC(CN1C=CC=2C(=NC(=CC21)NC=2SC(=CN2)C)O[C@@H]2CN(CC2)C(C=C)=O)CC